C(N)(=O)[C@H]1N2C(N([C@H](C(=C1)C)C2)O[C@@H](C(=O)OC(C)C)F)=O (2R)-isopropyl 2-(((2S,5R)-2-carbamoyl-4-methyl-7-oxo-1,6-diazabicyclo[3.2.1]oct-3-en-6-yl) oxy)-2-fluoroacetate